N-((R)-1-(3-(difluoromethyl)-2-fluorophenyl)ethyl)-1-(1-(difluoromethyl)cyclopropyl)-4-((1-(1-(hydroxymethyl)cyclopropyl)ethyl)amino)-6-oxo-1,6-dihydropyridine-3-carboxamide FC(C=1C(=C(C=CC1)[C@@H](C)NC(=O)C1=CN(C(C=C1NC(C)C1(CC1)CO)=O)C1(CC1)C(F)F)F)F